C(#N)C(C(=O)N1CCN(C2=CC(=CC=C12)C(=O)OC)C(=O)OC(C)(C)C)=CC1=CC(=C(C(=C1)OC)OC)OC tert-butyl 4-[2-cyano-1-oxo-3-(3,4,5-trimethoxyphenyl) prop-2-enyl]-7-(methoxycarbonyl)-1,2,3,4-tetrahydroquinoxaline-1-carboxylate